(2R,3S)-4-[(2Z)-2-[(4-bromo-1H-1,3-benzodiazol-5-yl) imino] imidazolidin-1-yl]-3-ethyl-2-[(3-methylimidazol-4-yl) methyl]-4-oxobutyl 2,2-dimethylpropionate CC(C(=O)OC[C@@H]([C@@H](C(=O)N1\C(\NCC1)=N/C1=C(C2=C(NC=N2)C=C1)Br)CC)CC=1N(C=NC1)C)(C)C